CC1=C(/C=C/C=2C=C(C(=O)OC)C=CC2)C=CC=C1 Methyl (E)-3-(2-methylstyryl)benzoate